C1(=CC(=CC=C1)\N=N\C1=C(C=CC2=CC=CC=C12)O)C (E)-1-(3-tolylazo)naphthalene-2-ol